ClC1=CC=CC2=C1C1=C(O2)C=CC=C1C1=NC(=NC(=N1)C1=CC=CC=C1)C=1C=CC2=C(OC3=C2C(=CC=C3)C3=CC=CC=C3)C1 2-(9-chlorodibenzo[b,d]furan-1-yl)-4-phenyl-6-(9-phenyldibenzo[b,d]furan-3-yl)-1,3,5-triazine